ClC=1C=CC2=C(N(C(N(C2)C2=CC3=CN(N=C3C=C2)C)=O)C2=CC=C(C=C2)OC(F)F)N1 7-chloro-1-(4-(difluoromethoxy)phenyl)-3-(2-methyl-2H-indazol-5-yl)-3,4-dihydropyrido[2,3-d]pyrimidin-2(1H)-one